CN(CCC(=O)N)C1=CC=C2C(=CC(OC2=C1)=O)C1=C(C=CC=C1)C 3-(methyl(2-oxo-4-(o-tolyl)-2H-chromen-7-yl)amino)propanamide